CC=1SC=C2C1CC1(CC2)OCCO1 1'-methylspiro[1,3-dioxolane-2,6'-5,7-dihydro-4H-2-benzothiophene]